C1(CCCCC1)CCC(=O)OCC(COC(CCC1CCCCC1)=O)OC(CCCCCC(CCCCCC(=O)OC(COC(CCC1CCCCC1)=O)COC(CCC1CCCCC1)=O)O)=O bis(1,3-bis((3-cyclohexylpropanoyl)oxy)propan-2-yl)-7-hydroxytridecanedioate